O-(3,4,5-trifluorophenyl) 4-chloro-2,6-difluorobenzothioate ClC1=CC(=C(C(OC2=CC(=C(C(=C2)F)F)F)=S)C(=C1)F)F